S(=O)(=O)(O)O.C(C(=C)C)(=O)OCCN(C)C 2-dimethylaminoethyl methacrylate sulfate